CON=C[C@H](O)[C@@H](O)[C@H](O)CO Xylose-methyloxime